ClC=1C=C(C=C2C(=C(C=NC12)C#N)NC1=CC(=C(C=C1)F)Cl)N[C@H](C=1N=NN(C1)C1CCNCC1)C1=C(SC(=C1)Cl)Cl (S)-8-chloro-4-((3-chloro-4-fluorophenyl)amino)-6-(((2,5-dichlorothiophen-3-yl)(1-(piperidin-4-yl)-1H-1,2,3-triazol-4-yl)methyl)amino)quinoline-3-carbonitrile